N'-(tert-butyldimethylsilyl)-5-(((tert-butyldimethylsilyl)oxy)methyl)-1-isopropyl-1H-pyrazole-3-sulfonimidamide [Si](C)(C)(C(C)(C)C)N=S(=O)(N)C1=NN(C(=C1)CO[Si](C)(C)C(C)(C)C)C(C)C